BrC=1C=C(C=C(C1)C(C)(C)C)C1=NC2=C(N1C1=C(C=C(C=C1)C(C)(C)C)C1=CC=CC=C1)C=CC=C2 2-(3-bromo-5-(tert-butyl)phenyl)-1-(5-(tert-butyl)-[1,1'-biphenyl]-2-yl)-1H-benzo[d]imidazole